OCCCCN(C(OC(C)(C)C)=O)CCCC1=CC=CC=C1 tert-butyl (4-hydroxybutyl)(3-phenylpropyl)carbamate